C(C)(C)(C)OC(NCC1=C(C=C(C=C1)C1=C2C(=NC=C1)SC(=C2)CCCCBr)C)=O.COCCC(=O)N(C)C 3-methoxy-N,N-dimethyl-propaneamide tert-butyl-N-[[4-[2-(4-bromobutyl)thieno[2,3-b]pyridin-4-yl]-2-methyl-phenyl]methyl]carbamate